ortho-aminoanisole-4-sulfonic acid NC1=C(C=CC(=C1)S(=O)(=O)O)OC